6-{6-[3-(cyclopropylamino)pyrrolidin-1-yl]-1,5-naphthyridin-2-yl}-2-methyl-1,3-benzoxazol-5-ol C1(CC1)NC1CN(CC1)C=1N=C2C=CC(=NC2=CC1)C1=CC2=C(N=C(O2)C)C=C1O